2-(3,4-dimethoxyphenyl)-6-(4-(4-isopropylpiperazin-1-yl)phenyl)-1-methyl-4-(4-(oxetan-3-yl)piperazin-1-yl)-1H-benzo[d]imidazole COC=1C=C(C=CC1OC)C1=NC2=C(N1C)C=C(C=C2N2CCN(CC2)C2COC2)C2=CC=C(C=C2)N2CCN(CC2)C(C)C